ClC1=CC2=C(C3=CC=CC=C3C(=C2C=C1)OC(CC(=O)OC(C)C)C)OC(CC(=O)OC(C)C)C 2-chloro-9,10-bis(isopropoxycarbonylpropyleneoxy)anthracene